FC1(CCC(CC1)CNC(C(=O)NC1=CNC=2C1=NC=CC2)=O)F N1-((4,4-difluoro-cyclohexyl)methyl)-N2-(1H-pyrrolo[3,2-b]pyridin-3-yl)oxalamide